(4-bromophenyl)methoxy-t-butyl-dimethylsilane BrC1=CC=C(C=C1)CO[Si](C)(C)C(C)(C)C